ClC1=CC=C(C=N1)NC1=NC=CC2=CC(=CC=C12)OCC1(CC(C1)(F)F)C#N 1-(((1-((6-chloropyridin-3-yl)amino)isoquinolin-6-yl)oxy)methyl)-3,3-difluorocyclobutane-1-carbonitrile